4-[[5-[(6-cyano-4-methyl-3-pyridyl)amino]-3-methyl-imidazo[4,5-b]pyridin-7-yl]amino]-N,N-dimethyl-benzamide C(#N)C1=CC(=C(C=N1)NC1=CC(=C2C(=N1)N(C=N2)C)NC2=CC=C(C(=O)N(C)C)C=C2)C